2-(azetidine-3-ylidene)acetonitrile hydrochloride Cl.N1CC(C1)=CC#N